C(#N)NC1CC(C1)C(=O)N(C)C1=CN=C(S1)C1CCCCC1 (1r,3r)-3-(cyanoamino)-N-(2-cyclohexyl-1,3-thiazol-5-yl)-N-methylcyclobutane-1-carboxamide